BrC1=C(C=C2C(C=COC2=C1)=O)OCOC 7-bromo-6-(methoxymethoxy)chromen-4-one